CS(=O)(=O)COS(=O)C1=NC=CC=C1 (methylsulfonyl)methylpyridine-2-sulfinate